methyl 3-methylazetidine-3-carboxylate hydrochloride Cl.CC1(CNC1)C(=O)OC